[1,4-oxazepinyl](2E,4E,6E,8E,10E,12E,14E,16Z,18E)-4,8,13,17-tetramethyleicosane O1C(=CN=CC=C1)CCCC(CCCC(CCCCC(CCCC(CCC)C)C)C)C